FC1=CC=C(C=C1)[C@@H]1[C@H](C1)B1OC(C(O1)(C)C)(C)C |r| racemic-2-[(1S,2S)-2-(4-fluorophenyl)cyclopropyl]-4,4,5,5-tetramethyl-1,3,2-dioxaborolane